Cl.FC1=C2CN(C(C2=CC(=C1)C=1C=NC(=CC1)N1CCNCC1)=O)CC(=O)NC=1SC=CN1 2-[4-fluoro-1-oxo-6-(6-piperazin-1-yl-3-pyridinyl)isoindolin-2-yl]-N-thiazol-2-yl-acetamide hydrochloride